FC1=CC(=C(C=O)C=C1)OC(F)(F)F 4-fluoro-2-(trifluoromethoxy)benzaldehyde